N-(3-(N-(tert-butyl)sulfamoyl)phenyl)-4-((1,1-dimethylethyl)sulfonamido)-2-(6-azaspiro[2.5]octan-6-yl)benzamide C(C)(C)(C)NS(=O)(=O)C=1C=C(C=CC1)NC(C1=C(C=C(C=C1)NS(=O)(=O)C(C)(C)C)N1CCC2(CC2)CC1)=O